2-(3-((S or R)-1-(((S)-((R)-7-fluoro-2-oxo-1,2,3,4-tetrahydro-1,5-naphthyridin-3-yl)(phenyl)methyl)amino)propan-2-yl)phenyl)acetic acid FC1=CN=C2C[C@@H](C(NC2=C1)=O)[C@@H](C1=CC=CC=C1)NC[C@@H](C)C=1C=C(C=CC1)CC(=O)O |o1:21|